C1(CCCCC1)C[C@H](C(=O)N1CC2(CCCC2)[C@](CC1)(O)CN1C(C=C(C(=C1)C(=O)N1CCNCC1)C1=C(C=CC=C1)F)=O)C 1-(((S)-7-((R)-3-cyclohexyl-2-methylpropanoyl)-10-hydroxy-7-azaspiro[4.5]decan-10-yl)methyl)-4-(2-fluorophenyl)-5-(piperazine-1-carbonyl)pyridin-2(1H)-one